(2R,3S,4R,5R)-2-((R)-(3,4-dichlorophenyl)(hydroxy)methyl)-5-(4-(hydroxyamino)-7H-pyrrolo[2,3-d]pyrimidin-7-yl)-3-methyltetrahydrofuran-3,4-diol ClC=1C=C(C=CC1Cl)[C@H]([C@H]1O[C@H]([C@@H]([C@@]1(O)C)O)N1C=CC2=C1N=CN=C2NO)O